FC=1C=C(OCCNCCC)C=C(C1)S(=O)(=O)C N-[2-(3-fluoro-5-methylsulfonyl-phenoxy)ethyl]propane-1-amine